FC1=C(C(=CC=C1)F)N1C(NC(C2=C1C1=C(S2)C=CC=C1)=O)=S (2,6-difluorophenyl)-2-thioxo-(1H)-benzo[4,5]-thieno[3,2-d]pyrimidin-4-one